(R)-9-((5-(3-amino-3-(cyclobutoxymethyl)piperidin-1-yl)-2-(3-fluorophenyl)pyridin-4-yl)methyl)-9H-purin-6-amine N[C@]1(CN(CCC1)C=1C(=CC(=NC1)C1=CC(=CC=C1)F)CN1C2=NC=NC(=C2N=C1)N)COC1CCC1